3-acetyl-5,8-dichloro-2-((4-nitrobenzyl)sulfinyl)quinolin-4(1H)-one C(C)(=O)C1=C(NC2=C(C=CC(=C2C1=O)Cl)Cl)S(=O)CC1=CC=C(C=C1)[N+](=O)[O-]